4-((S)-3-phenylisoxazolidin-2-yl)-N-((R)-pyrrolidin-3-yl)-5-(trifluoromethyl)pyrimidine-2-amine C1(=CC=CC=C1)[C@H]1N(OCC1)C1=NC(=NC=C1C(F)(F)F)N[C@H]1CNCC1